CC1N(C=2C(=NC=CC2C2=C1N=CC=N2)NC(=O)C2CC2)C N-(5,6-dimethyl-5,6-dihydropyrazino[2,3-c][1,7]naphthyridin-7-yl)cyclopropanecarboxamide